O1CCC(CC1)NC=1C2=C(N=C(N1)N)C=NN2 N7-(tetrahydro-2H-pyran-4-yl)-1H-pyrazolo[4,3-d]Pyrimidine-5,7-diamine